C(C=C)OC(=O)N(C(CC(=O)OCC1=CC=CC=C1)C(=O)N(C)C)C Benzyl 3-(((allyloxy) carbonyl) (methyl) amino)-4-(dimethylamino)-4-oxobutyrate